6-(2-(Trifluoromethyl)phenethyl)-1-(2-((tetrahydro-2H-pyran-2-yl)oxy)ethyl)-1H-indole FC(C1=C(CCC2=CC=C3C=CN(C3=C2)CCOC2OCCCC2)C=CC=C1)(F)F